N(=C=O)C1=C(C=C(C(=C1C(C)C)N=C=O)C(C)C)C(C)C 2,4-diisocyanato-1,3,5-tris(1-methylethyl)benzene